COC=1C(=CC=2C3=C(C=NC2C1)N(C(N3C=3C=NN(C3)C)=O)C)C=3C=NN(C3)C 7-Methoxy-3-methyl-1,8-bis(1-methyl-1H-pyrazol-4-yl)-1,3-dihydroimidazo[4,5-c]quinolin-2-one